NC1(CN(CCC1)C=1C=CC(=NC1)C1CCC1)C1=NC(=CC=C1)Cl 5-(3-amino-3-(6-chloropyridin-2-yl)piperidin-1-yl)-2-cyclobutylpyridin